bis(2-butyloctyl) 10-[(1-methyl-4-piperidyl)methylamino]nonadecanedioate CN1CCC(CC1)CNC(CCCCCCCCC(=O)OCC(CCCCCC)CCCC)CCCCCCCCC(=O)OCC(CCCCCC)CCCC